Methyl 5-(methylamino)-6-(3-methylimidazo[4,5-c]pyridin-7-yl)-3-(2-methyl-4-morpholino-anilino)pyrazine-2-carboxylate CNC=1N=C(C(=NC1C=1C2=C(C=NC1)N(C=N2)C)C(=O)OC)NC2=C(C=C(C=C2)N2CCOCC2)C